NC1=C2C(=NC=N1)N(N=C2C)C(C)C=2C(=C(C(=C(C2)Cl)F)C2CN(C2)CCC)OCC (2S)-1-(3-{3-[1-(4-Amino-3-methyl-1H-pyrazolo[3,4-d]pyrimidin-1-yl)ethyl]-5-chloro-2-ethoxy-6-fluorophenyl}azetidin-1-yl)propan